N-(4-((2-(1,1-difluoroethyl)-6-isopropylpyrimidin-4-yl)amino)-5-(5-fluoropyrimidin-2-yl)pyridin-2-yl)acetamide FC(C)(F)C1=NC(=CC(=N1)NC1=CC(=NC=C1C1=NC=C(C=N1)F)NC(C)=O)C(C)C